O[C@@H]1C(NCC1)=O (3S)-3-hydroxy-2-pyrrolidone